CC(CCCCCCCCCCCCCCCCCCCOC(CCCCCCCCCC=CCCCCCCCC)=O)CC.C(CC)OC1=C2C(=C(N(CC3CO3)CC3CO3)C=C1)O2 2,3-epoxypropoxy-N,N-bis(2,3-epoxypropyl)aniline 20-methylbehenyl-eicos-11-enoate